2-(2-methoxyphenyl)-5-methyl-7-(4-(1-methyl-4-(trifluoromethyl)-1H-imidazol-2-yl)benzyl)-5H-pyrrolo[3,2-d]pyrimidine COC1=C(C=CC=C1)C=1N=CC2=C(N1)C(=CN2C)CC2=CC=C(C=C2)C=2N(C=C(N2)C(F)(F)F)C